[Br-].C(C1=CC=CC=C1)N1CC(=CC(=C1)C)N=S(=O)(CC)CC (1-benzyl-5-methyl-3-pyridyl)imino-diethyl-oxo-λ6-sulfane bromide